2,5-Dihydroperoxy-2,5-dimethylhex-3-yn O(O)C(C)(C#CC(C)(C)OO)C